C(C)(C)OOC(C)C di(isopropyl) peroxide